C(C)(=O)C(C1=CC=C(C=C1)CC(=O)O)O 4-(acetylhydroxymethyl)phenylacetic acid